methyl (2S,4S)-4-(m-tolyl)pyrrolidine-2-carboxylate C1(=CC(=CC=C1)[C@@H]1C[C@H](NC1)C(=O)OC)C